(3S)-2-(2-(3-acetyl-5-(2-methylpyrimidin-5-yl)-1H-indazol-1-yl)acetyl)-N-(6-bromo-3-methylpyridin-2-yl)-5-(pyrrolidin-1-ylmethyl)-2-azabicyclo[3.1.0]hexane-3-carboxamide C(C)(=O)C1=NN(C2=CC=C(C=C12)C=1C=NC(=NC1)C)CC(=O)N1C2CC2(C[C@H]1C(=O)NC1=NC(=CC=C1C)Br)CN1CCCC1